CN1N=C(C=2C1=NC(=CC2)C=C)C(=N)NC2=CC=C(C=C2)OC(F)(F)F 1-methyl-N-[4-(trifluoromethoxy)phenyl]-6-vinyl-pyrazolo[3,4-b]pyridine-3-carboxamidine